C1(CC1)C1=NC=NC(=C1B(O)O)OC 4-cyclopropyl-6-methoxy-5-boronopyrimidine